ClC1=C(C2=C(C=3C(=NC(=NC13)SCC)O)COC2)C2=CC=C(C=1SC(=C(C12)C#N)NC(OC(C)(C)C)=O)F tert-butyl (4-(5-chloro-3-(ethylthio)-1-hydroxy-7,9-dihydrofuro[3,4-f]quinazolin-6-yl)-3-cyano-7-fluorobenzo[b]thiophen-2-yl)carbamate